ClC1=C(C(=O)NC2CC(C2)NC(=O)N2C3CNC(C2)C3)C=CC(=C1)NC(=O)C=1N(C(=CN1)C=1C(=NN(C1)CC#N)C(F)(F)F)C N-[3-[[2-chloro-4-[[5-[1-(cyanomethyl)-3-(trifluoromethyl)pyrazol-4-yl]-1-methyl-imidazole-2-carbonyl]amino]benzoyl]amino]cyclobutyl]-2,5-diazabicyclo[2.2.1]heptane-2-carboxamide